2-[3-cyclopropyl-5-oxo-8-(trifluoromethyl)pyrazolo[1,5-a]pyrido[3,2-e]pyrimidin-4(5H)-yl]-N-(5-fluoropyridin-2-yl)acetamide C1(CC1)C=1C=NN2C1N(C(C1=C2N=C(C=C1)C(F)(F)F)=O)CC(=O)NC1=NC=C(C=C1)F